FC(C=1N=C(NC1C=C)C(=O)OCC)(F)F ethyl 4-(trifluoromethyl)-5-vinyl-1H-imidazole-2-carboxylate